4-oxo-butyryl-piperidinamine O=CCCC(=O)C1N(CCCC1)N